4-{4-[(oxazolidin-4-yl)methoxy]-7-(pyridin-3-yl)-5H,6H,7H-pyrrolo[2,3-d]pyrimidin-2-yl}morpholine O1CNC(C1)COC=1C2=C(N=C(N1)N1CCOCC1)N(CC2)C=2C=NC=CC2